N-(3,5-dichloro-4-((4'-methyl-2'-oxospiro[cyclopropane-1,3'-indoline]-5'-yl)oxy)phenyl)-5-oxo-4,5-dihydro-1,2,4-oxadiazole-3-carboxamide ClC=1C=C(C=C(C1OC=1C(=C2C3(C(NC2=CC1)=O)CC3)C)Cl)NC(=O)C3=NOC(N3)=O